2-(2-isopropylphenyl)-9-(4-(1-methyl-4-(1-methylpiperidin-4-yl)-1H-imidazol-2-yl)benzyl)-7,9-dihydro-8H-purin-8-one C(C)(C)C1=C(C=CC=C1)C1=NC=C2NC(N(C2=N1)CC1=CC=C(C=C1)C=1N(C=C(N1)C1CCN(CC1)C)C)=O